carbon monoxide, formate salt C(=O)[O-].[C+2]=O.C(=O)[O-]